C(C1=CC=CC=C1)OC1=CC(=NC(=C1)C1=C(C=C(C=C1C)C(C)(C)C)OC1=C(C=C(C=C1)F)OC)C(CO)O 1-[4-benzyloxy-6-[4-tert-butyl-2-(4-fluoro-2-methoxy-phenoxy)-6-methyl-phenyl]-2-pyridyl]ethane-1,2-diol